COC=1C=C(CSC=2N(C(C3=C(N2)N(N=C3)C)=O)C3=CC=CC=C3)C=CC1 6-((3-methoxybenzyl)thio)-1-methyl-5-phenyl-1H-pyrazolo[3,4-d]pyrimidin-4(5H)-one